N[C@@H](C)C(=O)OCC1=NN=CN1C (4-methyl-4H-1,2,4-triazol-3-yl)methyl L-alaninate